C[NH+]1CN(CCC1)C N,N'-dimethyltetrahydropyrimidinium